N-(1-hydroxy-3-methylbutan-2-yl)propanamide OCC(C(C)C)NC(CC)=O